OC1=C(C=CC=C1)C1=CC2=C(N=N1)NC1=C2[C@H](N(CC1)C1=NC=C(C=N1)C1CCN(CC1)C1CC2(CC(C2)C(=O)OC)C1)C (R)-methyl 6-(4-(2-(3-(2-hydroxyphenyl)-5-methyl-7,8-dihydro-5H-pyrido[3',4':4,5]pyrrolo[2,3-c]pyridazin-6(9H)-yl)pyrimidin-5-yl)piperidin-1-yl)spiro[3.3]heptane-2-carboxylate